1-[1-(5-Chloro-2-hydroxyphenyl)piperidin-3-yl]-5-(trifluoromethyl)-1H-pyrazole-4-carboxylic acid ethyl ester C(C)OC(=O)C=1C=NN(C1C(F)(F)F)C1CN(CCC1)C1=C(C=CC(=C1)Cl)O